COC1=CC=C(C=C1)/C=C/C(C(=O)OC)=O methyl (E)-4-(4-methoxyphenyl)-2-oxobut-3-enoate